C(C)C=1N(C=2N(C(C1N1CCNCC1)=O)N=C(N2)C2=CCC(CC2)OC)CC(=O)NC2=C(C=C(C=C2)C(F)(F)F)C (5-ethyl-2-(4-methoxycyclohex-1-en-1-yl)-7-oxo-6-(piperazin-1-yl)-[1,2,4]triazolo[1,5-a]pyrimidin-4(7H)-yl)-N-(2-methyl-4-(trifluoromethyl)phenyl)acetamide